methyl-4-(naphthalen-1-yl)butanamide CC(C(=O)N)CCC1=CC=CC2=CC=CC=C12